1,3-dimethylbutylene diacrylate C(C=C)(=O)OC(CC(COC(C=C)=O)C)C